ClC1=NC=C(C=N1)[S@@](=O)C (S)-2-chloro-5-(methylsulfinyl)pyrimidine